COC=1C=C2C(=NC(=NC2=CC1OC)N1CCN(CCC1)C)N 6,7-dimethoxy-2-(4-methyl-1,4-diazepan-1-yl)quinazolin-4-amine